BrC=1C=C(C(=NC1)N)Cl 5-bromo-3-chloropyridin-2-amine